4-[4-cyano-6-[1-(2-hydroxy-2-methylpropyl)pyrazol-4-yl]-2-methylindazol-3-yl]-2-(difluoromethoxy)-6-methoxy-N-[[rel-(1R)-2,2-difluorocyclopropyl]methyl]benzamide C(#N)C=1C2=C(N(N=C2C=C(C1)C=1C=NN(C1)CC(C)(C)O)C)C1=CC(=C(C(=O)NC[C@@H]2C(C2)(F)F)C(=C1)OC)OC(F)F |o1:30|